COC(\C=C\CC[C@@H](C(=O)NC=1C(N(C=CC1)CC(=O)NC12CC(C1)C2)=O)NC(=O)C2=CN=C(S2)NC(C)=O)=O (S,E)-Methyl-6-(2-acetamidothiazol-5-carboxamido)-7-(1-(2-(bicyclo[1.1.1]pentan-1-ylamino)-2-oxoethyl)-2-oxo-1,2-dihydropyridin-3-ylamino)-7-oxohept-2-enoat